(S)-benzyl 2-methyl-3-butenoate C[C@H](C(=O)OCC1=CC=CC=C1)C=C